(S*)-(4-fluoro-5,6-dihydrobenzo[6,7]oxepino[2,3-c]pyridin-6-yl)methanamine FC=1C2=C(C=NC1)OC1=C([C@H](C2)CN)C=CC=C1 |o1:10|